(6-(methylsulfonyl)spiro[3.3]hept-2-yl)carbamic acid tert-butyl ester C(C)(C)(C)OC(NC1CC2(C1)CC(C2)S(=O)(=O)C)=O